ClC=1C(=C(C=2C(=C(SN2)N2C(CN(CC2)C(C=C)=O)C(=O)OC)C1)F)C1=CC(=CC2=CC=CC=C12)O methyl 1-(5-chloro-7-fluoro-6-(3-hydroxy-1-naphthalen-yl)-2,1-benzothiazol-3-yl)-4-(2-propenoyl)-2-piperazinecarboxylate